(S)-ethyl 2-((2R,3S,6R)-2,3-bis(4-chlorophenyl)-5-oxo-6-(pyridin-4-ylmethyl)morpholino)pentanoate ClC1=CC=C(C=C1)[C@H]1O[C@@H](C(N([C@H]1C1=CC=C(C=C1)Cl)[C@H](C(=O)OCC)CCC)=O)CC1=CC=NC=C1